NC1=CC=CC(=N1)S(=O)(=O)NC(=O)C=1C(=NC(=CC1)C=1C(=NN(C1)C)C(F)(F)F)OC1=C(C=C(C=C1C)C)C N-[(6-Amino-2-pyridyl)sulfonyl]-6-[1-methyl-3-(trifluoromethyl)pyrazol-4-yl]-2-(2,4,6-trimethylphenoxy)pyridin-3-carboxamid